OC1(CC(C1)C(=O)N1CC2(C1)CCC(CC2)OC2=C(C=C(C=C2)C(F)(F)F)C)C ((1s,3s)-3-hydroxy-3-methylcyclobutyl)(7-(2-methyl-4-(trifluoromethyl)phenoxy)-2-azaspiro[3.5]non-2-yl)methanone